BrC(C(O)O)C(C)Br 2,3-dibromobutanediol